C(#N)C(C(=O)OCC(CO)(CO)COC(C(=C(C1=CC=CC=C1)C1=CC=CC=C1)C#N)=O)=C(C1=CC=CC=C1)C1=CC=CC=C1 2,2-bis[[(2-cyano-1-oxo-3,3-diphenyl-2-propenyl)oxy]methyl]-1,3-propylene glycol